phenyl [4-(5-pent-4-ynyloxy-benzoimidazol-1-yl)-phenyl]-carbamate C(CCC#C)OC1=CC2=C(N(C=N2)C2=CC=C(C=C2)NC(OC2=CC=CC=C2)=O)C=C1